CC=1C=NNC1CN (4-methyl-1H-pyrazol-5-yl)methylamine